OC(CC(=O)O)C (2S)-3-hydroxybutanoic acid